5-(6-(3-isopropyl-2-oxoimidazolin-1-yl)-2-azabicyclo[2.2.1]heptan-2-yl)-3-((4-(piperidin-4-yl)phenyl)amino)pyrazin-2-carboxamide C(C)(C)N1C(N(CC1)C1CC2CN(C1C2)C=2N=C(C(=NC2)C(=O)N)NC2=CC=C(C=C2)C2CCNCC2)=O